8a-((benzyloxy)methyl)-2-methyl-hexahydropyrrolo[1,2-a]pyrazin-1(2H)-one C(C1=CC=CC=C1)OCC12N(CCN(C1=O)C)CCC2